COC(=O)C1=NC=C(C(=C1)OC)C1CCC(CC1)(F)F 5-(4,4-Difluorocyclohexyl)-4-methoxypyridinecarboxylic acid methyl ester